CC(C#N)CC(C)(OC)C 2,4-dimethyl-4-methoxyvaleronitril